N-((1r,4r)-4-((2,2-difluoroethyl)amino)cyclohexyl)-5-(1H-imidazol-1-yl)-1H-pyrazolo[3,4-c]pyridine-7-carboxamide FC(CNC1CCC(CC1)NC(=O)C=1N=C(C=C2C1NN=C2)N2C=NC=C2)F